N,10-dimethyl-8,11-dioxa-2,15,21,25,29-pentaazapentacyclo[17.6.2.1^{3,7}.1^{12,16}.0^{23,27}]nonacosa-1(26),3,5,7(29),12(28),13,15,19(27),20,22,24-undecaen-17-yn-22-amine CNC=1N=CC=2C#CC3=NC=CC(OC(COC=4C=CC=C(NC=5N=CC1C2C5)N4)C)=C3